N-[1-[2-acetamidobenzoyl-4-piperidinyl]-4-piperidinyl]-N-[2-(2-pyridinyl)ethyl]-N'-(2-pyridinylmethyl)-1,3-benzenedimethanamine C(C)(=O)NC1=C(C(=O)N2CCC(CC2)N2CCC(CC2)N(CC2=CC(=CC=C2)CNCC2=NC=CC=C2)CCC2=NC=CC=C2)C=CC=C1